FC=1C=C2C(=CC1)NC(C21CCN(CC1)CCOC1=CC2=C(N(C=N2)C2CN(C2)S(=O)(=O)C)C(=C1)C(F)(F)F)=O 5-fluoro-1'-{2-[1-(1-mesyl-3-azetidinyl)-7-(trifluoromethyl)-1H-1,3-benzimidazol-5-yloxy]ethyl}spiro[indoline-3,4'-piperidin]-2-one